2,4,6-trimethylbenzoylphosphine oxide CC1=C(C(=O)[PH2]=O)C(=CC(=C1)C)C